1-methyl-1-pentanethiol CC(CCCC)S